B(OC1=C(C=C(C=C1F)F)F)(OC1=C(C=C(C=C1F)F)F)OC1=C(C=C(C=C1F)F)F tris(2,4,6-trifluorophenyl) borate